S(C)(=O)(=O)O.CN(CCN(C1=C(C=C(C(=C1)OC)NC1=NC=CC(=N1)C1=CN(C2=CC=CC=C12)C)NC(C=C)=O)C)C N-(2-{2-dimethylaminoethyl-methyl-amino}-4-methoxy-5-{[4-(1-methylindol-3-yl)pyrimidinyl]amino}phenyl)prop-2-enamide mesylate salt